1-(3,4-dimethoxybenzyl)-5-(2-(methylsulfonyl)-6-(1H-pyrazol-1-yl)pyrimidin-4-yl)pyridin COC=1C=C(CN2CC=CC(=C2)C2=NC(=NC(=C2)N2N=CC=C2)S(=O)(=O)C)C=CC1OC